ClC=1C=C(C=C(C1)Cl)NC1=NC=C(C(=N1)NC1CCNCC1)C=1C=NN(C1)C1CCNCC1 N2-(3,5-dichlorophenyl)-N4-(piperidin-4-yl)-5-(1-(piperidin-4-yl)-1H-pyrazol-4-yl)pyrimidine-2,4-diamine